ethyl (E)-4-(2-fluorophenyl)-4-oxobut-2-enoate FC1=C(C=CC=C1)C(/C=C/C(=O)OCC)=O